(1-phenyl-1-butenyl)benzene C1(=CC=CC=C1)C(=CCC)C1=CC=CC=C1